(2R,5S)-5-(methylaminomethyl)-2-(4-phenoxyphenyl)-1,4-thiazepan-3-one CNC[C@H]1NC([C@H](SCC1)C1=CC=C(C=C1)OC1=CC=CC=C1)=O